{2-methylimidazo[1,2-a]pyrazin-6-yl}pyrimidine CC=1N=C2N(C=C(N=C2)C2=NC=CC=N2)C1